C1(=CC=CC=C1)C(=NNC1=CC=C(C=C1)C(F)(F)F)C1=CC=CC=C1 1-(Diphenylmethylene)-2-(4-(trifluoromethyl)phenyl)hydrazine